C(C1=CC=CC=C1)(C1=CC=CC=C1)(C1=CC=CC=C1)[N+]=1NN=NC1 trityl-tetrazolium